C1(CC1)NC(C1=NC=C(C=C1)N1[C@H]2CC[C@H]2N(CC1)CC=1C=NC=2C=C(C(NC2C1)=O)CC)=O N-cyclopropyl-5-((1S,6R)-5-((7-ethyl-6-oxo-5,6-dihydro-1,5-naphthyridin-3-yl)methyl)-2,5-diazabicyclo[4.2.0]octan-2-yl)picolinamide